ethyl 5-((tert-butoxycarbonyl)amino)pyrazolo[1,5-a]pyridine-3-carboxylate C(C)(C)(C)OC(=O)NC1=CC=2N(C=C1)N=CC2C(=O)OCC